NC=1SC2=C(N1)C(=CC(=C2)C=2C(CC(NN2)=O)C)F 6-(2-amino-4-fluorobenzo[d]thiazol-6-yl)-5-methyl-4,5-dihydropyridazin-3(2H)-one